ethyl (2S)-2-[tert-butyl(dimethyl)silyl]oxy-3-[2-[[2-(2,2,2-trifluoroethoxy)pyrimidin-4-yl]methoxy]phenyl]propanoate [Si](C)(C)(C(C)(C)C)O[C@H](C(=O)OCC)CC1=C(C=CC=C1)OCC1=NC(=NC=C1)OCC(F)(F)F